trans-oleamide C(CCCCCCC\C=C\CCCCCCCC)(=O)N